3-(4-(2-iodoethylsulfanyl)-1-oxoisoindolin-2-yl)piperidine-2,6-dione ICCSC1=C2CN(C(C2=CC=C1)=O)C1C(NC(CC1)=O)=O